1-(2-ethylpiperidin-1-yl)butan-1-one C(C)C1N(CCCC1)C(CCC)=O